C(C)(C)(C)OC(=O)N1CC(C(CC1)(C)O)O 3,4-dihydroxyl-4-methylpiperidine-1-carboxylic acid tert-butyl ester